C(C(=C)C)(=O)OCCC1CCCCC1 2-cyclohexylethyl methacrylate